CS(=O)(=O)C1=NC=C(C=N1)C=1C=C(C(=O)N)C=C(N1)C=1C=NC(=NC1)S(=O)(=O)C 2,6-bis(2-(methyl-sulfonyl)pyrimidin-5-yl)isonicotinamide